6-[3-(5-chloro-2-fluoro-phenyl)-1H-pyrazol-4-yl]-1,5-naphthyridin-3-ol ClC=1C=CC(=C(C1)C1=NNC=C1C=1N=C2C=C(C=NC2=CC1)O)F